4-fluoro-L-tryptophan FC=1C=CC=C2NC=C(C[C@H](N)C(=O)O)C12